4-[(3-chlorophenyl)sulfanyl]-2'-{(2R)-3-[(4-methoxyphenyl)methoxy]-2-methylpropyl}-2',3'-dihydrospiro[cyclohexane-1,1'-indene]-4-carboxylic acid methyl ester COC(=O)C1(CCC2(C(CC3=CC=CC=C23)C[C@H](COCC2=CC=C(C=C2)OC)C)CC1)SC1=CC(=CC=C1)Cl